(S)-3-(2-((4-(6-((4-bromo-2-fluorobenzyl)oxy)pyridin-2-yl)piperazin-1-yl)methyl)-1-(oxetan-2-ylmethyl)-1H-benzo[d]imidazol-6-yl)-1,2,4-oxadiazol-5(2H)-one BrC1=CC(=C(COC2=CC=CC(=N2)N2CCN(CC2)CC2=NC3=C(N2C[C@H]2OCC2)C=C(C=C3)C=3NOC(N3)=O)C=C1)F